C(#N)C=1C=2CCCC2C(=C2CCCC12)NC(=O)N=[S@](=O)(N)C1=NN(C(=C1)CO)C(C)C (R)-N'-((8-cyano-1,2,3,5,6,7-hexahydro-s-indacen-4-yl)carbamoyl)-5-(hydroxymethyl)-1-isopropyl-1H-pyrazole-3-sulfonimidamide